2-Heptyl-undecanol C(CCCCCC)C(CO)CCCCCCCCC